2-(4-fluoropiperidin-1-yl)-1,3-oxazole FC1CCN(CC1)C=1OC=CN1